2-(2,3-difluorophenyl)piperidine FC1=C(C=CC=C1F)C1NCCCC1